3-(N-((1,2,3,5,6,7-hexahydro-s-indacen-4-yl)carbamoyl)sulfamoyl)-1-methyl-1H-pyrazole-5-carboxylic acid disodium salt [Na+].[Na+].C1CCC2=C(C=3CCCC3C=C12)NC(=O)NS(=O)(=O)C1=NN(C(=C1)C(=O)[O-])C.C1CCC2=C(C=3CCCC3C=C12)NC(=O)NS(=O)(=O)C1=NN(C(=C1)C(=O)[O-])C